5-chloro-6-cyano-3-(3,3-difluoropiperidin-1-yl)-1-isopropyl-1H-pyrrolo[3,2-b]pyridine ClC1=C(C=C2C(=N1)C(=CN2C(C)C)N2CC(CCC2)(F)F)C#N